FC1=CC(=C(C=C1)C(=O)N1[C@@H]2[C@@H](C[C@H](C1)CC2)NC2=NC=C(C=C2)C(F)(F)F)C2=NC=CC=N2 (4-fluoro-2-(pyrimidin-2-yl)phenyl)((1S,4R,6R)-6-((5-(trifluoromethyl)pyridin-2-yl)amino)-2-azabicyclo[2.2.2]octan-2-yl)methanone